C(C)(C)(C)OC(=O)N[C@@H](C(C(=O)OCC)=C)C(C)C (R)-ethyl 3-((tert-butoxycarbonyl)amino)-4-methyl-2-methylenepentanoate